Cl.NC(C(=O)N1CCN(CC1)C(=O)NC1=NC(N(C=C1)C1=CC(=C(C=C1)CN[C@@H]1CC[C@H](CC1)N)Cl)=O)(C)C 4-(2-Amino-2-methylpropanoyl)-N-(1-(4-((((trans)-4-aminocyclohexyl)amino)methyl)-3-chlorophenyl)-2-oxo-1,2-dihydropyrimidin-4-yl)piperazine-1-carboxamide hydrochloride salt